BrC1=C(C=C(S1)C=1N=C(SC1N1CCN(CC1)C1CCCCC1)N)Cl 4-(5-bromo-4-chlorothien-2-yl)-5-(4-cyclohexylpiperazin-1-yl)thiazole-2-amine